4-{[3-(4-{[1-(2-methanesulfonyl-ethyl)piperidin-4-yl]amino}-1-(2,2,2-trifluoroethyl)-1H-indol-2-yl)prop-2-yn-1-yl]amino}benzene-1-sulfonamide CS(=O)(=O)CCN1CCC(CC1)NC1=C2C=C(N(C2=CC=C1)CC(F)(F)F)C#CCNC1=CC=C(C=C1)S(=O)(=O)N